FC=1C=C(C=C(C1)F)[C@@H]1CC[C@H]2OC3(C(N21)=O)CCN(CC3)C(=O)C3=C(C(=CC=C3)OC)F (5'S,7a'R)-5'-(3,5-difluorophenyl)-1-(2-fluoro-3-methoxy-benzene-1-carbonyl)-tetrahydro-3'H-spiro-[piperidine-4,2'-pyrrolo[2,1-b][1,3]-oxazol]-3'-one